C(#N)[C@H](C[C@H]1C(NCCC1)=O)NC([C@@H](NCC1=NC=CC=C1)CC(C)C)=O N-{(1S)-1-cyano-2-[(3S)-2-oxopiperidin-3-yl]ethyl}-N2-[(pyridin-2-yl)methyl]-L-leucinamide